C(C)(C)(C)OCCC(C(=O)O)N1C(C=C(C(=C1)OC)C1=C(C=CC(=C1)Cl)C1=NC(=NO1)C)=O 4-tert-butoxy-2-{4-[5-chloro-2-(3-methyl-1,2,4-oxadiazol-5-yl)phenyl]-5-methoxy-2-oxopyridin-1(2H)-yl}butanoic acid